N(=[N+]=[N-])[C@@H](CC[C@H](C(=O)N1CCC(CC1)C(=O)OC(C)(C)C)CC)C tert-butyl 1-[(2R,5R)-5-azido-2-ethyl-hexanoyl]piperidine-4-carboxylate